(1S,2S,3R,4S,5R)-N-(3,4-dichlorophenyl)-5-hydroxy-3-(2-methylpyridin-4-yl)-7-oxabicyclo[2.2.1]heptane-2-carboxamide ClC=1C=C(C=CC1Cl)NC(=O)[C@@H]1[C@@H]2C[C@H]([C@H]([C@H]1C1=CC(=NC=C1)C)O2)O